1,2-dilauroyl-glycero-3-phosphocholine C(CCCCCCCCCCC)(=O)OCC(OC(CCCCCCCCCCC)=O)COP(=O)([O-])OCC[N+](C)(C)C